C(C1=CC=CC=C1)N1C(=NC2=C1C=CC(=C2)OC(C)C)C2=C(C=C(OCCCNC(OC(C)(C)C)=O)C=C2)Cl tert-butyl (3-(4-(1-benzyl-5-isopropoxy-1H-benzo[d]imidazol-2-yl)-3-chlorophenoxy) propyl)carbamate